6-hydroxy-beta-carboline OC=1C=C2C=3C=CN=CC3NC2=CC1